C(C)(C)C=1C=C2C(CCOC2=CC1O[C@H](C1=CC=C(C#N)C=C1)C1=CC=NC=C1)=O (R,S)-4-(((6-Isopropyl-4-oxochroman-7-yl)oxy)(pyridin-4-yl)methyl)benzonitrile